(S)-5-acetyl-N-((S)-3-oxo-1-((S)-2-oxopyrrolidin-3-yl)-4-(trifluoromethoxy)butan-2-yl)-5-azaspiro[2.4]heptane-6-carboxamide C(C)(=O)N1CC2(CC2)C[C@H]1C(=O)N[C@@H](C[C@H]1C(NCC1)=O)C(COC(F)(F)F)=O